3-chloro-4-methyl-5-oxo-2-(tetrahydro-2H-pyran-2-yl)-4,5-dihydro-2H-pyrazolo[4,3-b]Pyridin-7-yl triflate O(S(=O)(=O)C(F)(F)F)C=1C=2C(N(C(C1)=O)C)=C(N(N2)C2OCCCC2)Cl